2-(1-((1H-benzo[d]imidazol-2-yl)methyl)acridin-3-yl)-N-((3-fluoropyridin-2-yl)methyl)oxazole-5-carboxamide N1C(=NC2=C1C=CC=C2)CC2=CC(=CC1=NC3=CC=CC=C3C=C21)C=2OC(=CN2)C(=O)NCC2=NC=CC=C2F